C(C1=CC=CC=C1)C1=NOC2C(O1)C=CN(C2C2=CC(=CC=C2)C(F)(F)F)C(=O)[O-] 3-benzyl-8-(3-(trifluoromethyl)phenyl)-8,8a-dihydropyrido[4,3-e][1,4,2]dioxazine-7(4aH)-carboxylate